OC=1C=C(C=CC1)\C=C/C(=O)C1=CC=C(C=C1)C 3-Hydroxy-4'-methyl-cis-chalcone